5-fluoro-6-(5-fluoro-3-methyl-1H-indol-7-yl)-3,11,11-trimethyl-8,9,10,11-tetrahydrofuro[3,2-f][1,2,4]triazolo[4,3-a]quinoxaline FC1=C(C2=C(C=3NC(C=4N(C13)C(=NN4)C)(C)C)CCO2)C=2C=C(C=C4C(=CNC24)C)F